10-propyl-10H-phenothiazine-3-formaldehyde C(CC)N1C2=CC=CC=C2SC=2C=C(C=CC12)C=O